5-(6-Chloro-5-(1-(methyl-sulfonyl)piperidin-4-yl)-1H-indazol-1-yl)-2,3-difluoro-phenol ClC1=C(C=C2C=NN(C2=C1)C=1C=C(C(=C(C1)O)F)F)C1CCN(CC1)S(=O)(=O)C